1-(7-(1-(4-Chlorobenzyl)piperidin-3-yl)-2-methylpyrazolo[1,5-a]pyrimidin-3-yl)-N-((1-methyl-1H-pyrazol-3-yl)methyl)methanamine ClC1=CC=C(CN2CC(CCC2)C2=CC=NC=3N2N=C(C3CNCC3=NN(C=C3)C)C)C=C1